Cl.CNCC(F)(F)F N-methyl-2,2,2-trifluoroethyl-amine hydrochloride